Ethyl (S)-4-(2-(3-(((2-methoxy-12-oxo-6a,7,8,9,10,12-hexahydrobenzo[e]pyrido[1,2-a][1,4]diazepin-3-yl)oxy)methyl)phenyl)acetamido)-1-methyl-1H-imidazole-2-carboxylate COC1=CC2=C(N=C[C@H]3N(C2=O)CCCC3)C=C1OCC=1C=C(C=CC1)CC(=O)NC=1N=C(N(C1)C)C(=O)OCC